[Na+].[Na+].P([O-])(=O)(OP(=O)([O-])O)OC[C@@H]1[C@H]([C@H]([C@@H](O1)N1C=NC=2C(=O)NC(N)=NC12)O)O guanosine-5'-diphosphate disodium salt